trans-methyl 4-((4-(3-(6-(benzyloxy)pyridin-3-yl)phenyl)-5-fluoropyrimidin-2-yl)amino)cyclohexane-1-carboxylate C(C1=CC=CC=C1)OC1=CC=C(C=N1)C=1C=C(C=CC1)C1=NC(=NC=C1F)N[C@@H]1CC[C@H](CC1)C(=O)OC